FC1=CC(=CC2=C1N=C(S2)C)NN (4-fluoro-2-methyl-1,3-benzothiazol-6-yl)hydrazine